2-chloro-3-pyridylamine ClC1=NC=CC=C1N